CN1C(CC(CC1(C)C)OC(C(C(=O)OC1CC(N(C(C1)(C)C)C)(C)C)(CCCC)CC1=CC(=C(C(=C1)C(C)(C)C)O)C(C)(C)C)=O)(C)C 2-(3,5-di-t-butyl-4-hydroxybenzyl)-2-n-butylmalonic acid bis(1,2,2,6,6-pentamethyl-4-piperidinyl) ester